C(=O)(OC(C)(C)C)N1C[C@H](NCC1)CC (R)-N-Boc-3-ethyl-piperazine